ClC1=C(N(N=C1C(F)(F)F)C1=CC(=CC=C1)C(N(C)C=1C=C2C(=NC1)OCO2)=O)COC2=CC=C(C(=O)OC(C)(C)C)C=C2 tert-Butyl 4-[[4-chloro-2-[3-[[1,3]dioxolo[4,5-b]pyridin-6-yl(methyl) carbamoyl]phenyl]-5-(trifluoromethyl) pyrazol-3-yl]methoxy]benzoate